C1(CCCCCC1)C1(C(NC2=C(C(=CC=C12)F)F)=O)C1=CC=C(C=C1)B1OC(C(O1)(C)C)(C)C 3-cycloheptyl-6,7-difluoro-3-(4-(4,4,5,5-tetra-methyl-1,3,2-dioxaborolan-2-yl)phenyl)indolin-2-one